OC1CN(CCC1(OC)OC)C(=O)OCC ethyl 3-hydroxy-4,4-dimethoxypiperidine-1-carboxylate